CC1=C(C=NN2C3=NC(=NC(=C3N=C2)NC2=CC=NC=C2)N2CCOCC2)C=CC=C1 9-((2-methylbenzylidene)amino)-2-morpholino-N-(pyridin-4-yl)-9H-purin-6-amine